NCCOCCNCCN1CCN(CC1)CCOCCN 2-(2-aminoethoxy)-N-(2-(4-(2-(2-aminoethoxy)ethyl)piperazin-1-yl)ethyl)ethan-1-amine